7-ethoxy-5-[5-(piperazin-1-yl)pyrazin-2-yl]quinazoline C(C)OC1=CC(=C2C=NC=NC2=C1)C1=NC=C(N=C1)N1CCNCC1